CC1=CC=C(C(C2=CC=CC=C2)(C2=CC=CC=C2)CN[C@@H](CCCCN)C(=O)O)C=C1 4-methyltritylmethyl-L-lysine